tert-butyl (R)-9-chloro-10-nitro-12-oxo-1,2,4,4a,5,6-hexahydro-3H,12H-benzo[b]pyrazino[1,2-e][1,5]oxazocine-3-carboxylate ClC=1C(=CC2=C(OCC[C@H]3N(C2=O)CCN(C3)C(=O)OC(C)(C)C)C1)[N+](=O)[O-]